3-[4-(piperidin-4-yloxy)phenyl]piperidine-2,6-dione N1CCC(CC1)OC1=CC=C(C=C1)C1C(NC(CC1)=O)=O